3-(8-Chloro-2-methyl-4-oxo-5,6-dihydro-2H-2,6-methanobenzo[g][1,3,5]oxadiazocin-3(4H)-yl)benzoic acid ClC=1C=CC2=C(C3NC(N(C(O2)(C3)C)C=3C=C(C(=O)O)C=CC3)=O)C1